5-((S)-2-(2-(5-cyano-1-methyl-1H-pyrrol-2-yl)-2,2-difluoroacetamido)-2-cyclohexylacetamido)-N-methyl-2-(6-oxo-5,7-diazaspiro[2.5]octan-5-yl)-2,3-dihydro-1H-indene-2-carboxamide C(#N)C1=CC=C(N1C)C(C(=O)N[C@H](C(=O)NC=1C=C2CC(CC2=CC1)(C(=O)NC)N1CC2(CC2)CNC1=O)C1CCCCC1)(F)F